tert-Butyl (4-(bromomethyl) phenyl)carbamate BrCC1=CC=C(C=C1)NC(OC(C)(C)C)=O